N-(4-{[6-(5-chloro-2-fluorophenyl)-3-(methylsulfanyl)pyridazin-4-yl]amino}pyridin-2-yl)propanamide ClC=1C=CC(=C(C1)C1=CC(=C(N=N1)SC)NC1=CC(=NC=C1)NC(CC)=O)F